C(C)(C)(C)N1C[C@H]([C@@H](C1)C1=CC=C(C=C1)Cl)C(=O)N1[C@@H](C[C@@H](C1)N(C(C(C)(C)C)=O)C1CCC(CC1)C)C(=O)OC methyl (2S,4S)-1-((3S,4R)-1-(tert-butyl)-4-(4-chlorophenyl)pyrrolidine-3-carbonyl)-4-(N-((1s,4R)-4-methylcyclohexyl)pivalamido)pyrrolidine-2-carboxylate